C1(=CC=CC=C1)CON1[C@@H]2CC[C@H](N(C1=O)C2)C(NC(=O)C=2N=NC=CC2)=N N-(((2S,5R)-6-(phenylmethyloxy)-7-oxo-1,6-diazabicyclo[3.2.1]oct-2-yl)(imino)methyl)pyridazine-3-carboxamide